N1-(2-(dimethylamino)ethyl)-N1-ethyl-N4-(4-(1-methyl-1H-indol-3-yl)-5-(trifluoromethyl)pyrimidin-2-yl)benzene-1,2,4-triamine CN(CCN(C=1C(=CC(=CC1)NC1=NC=C(C(=N1)C1=CN(C2=CC=CC=C12)C)C(F)(F)F)N)CC)C